C1(=CC=CC=C1)C(CCCCP(Br)Br)(C1=CC=CC=C1)C1=CC=CC=C1 triphenylpentyl-phosphorus bromide